4-((4-((2-(Dimethylamino)-4-phenylthiazol-5-yl)oxy)pyridin-2-yl)amino)benzenesulfonamide CN(C=1SC(=C(N1)C1=CC=CC=C1)OC1=CC(=NC=C1)NC1=CC=C(C=C1)S(=O)(=O)N)C